C1(CCC1)COC1=NC=CC(=C1)C1=C2CNC(C2=C(C=C1)NC1=NC=C(C=C1)N1CCN(CC1)C)=O 4-[2-(cyclobutyl-methoxy)-4-pyridyl]-7-[[5-(4-methylpiperazin-1-yl)-2-pyridyl]amino]isoindolin-1-one